m-hydroxyphenylpropenoic acid OC=1C=C(C=CC1)C(C(=O)O)=C